CONCCN(C(OC(C)(C)C)=O)C tert-butyl (2-(methoxyamino)ethyl)(methyl)carbamate